(2R,4R)-2-[[2-[(4,4-difluorocyclohexyl)amino]-1-(2,4-dimethyl-3-pyridyl)-2-oxo-ethyl]-[4-(pentafluoro-λ6-sulfanyl)phenyl]carbamoyl]-4-hydroxy-4-methyl-pyrrolidine-1-carboxylate FC1(CCC(CC1)NC(C(C=1C(=NC=CC1C)C)N(C(=O)[C@@H]1N(C[C@](C1)(C)O)C(=O)[O-])C1=CC=C(C=C1)S(F)(F)(F)(F)F)=O)F